3,6-dichloro-4-methoxypyridazine ClC=1N=NC(=CC1OC)Cl